(9-(1-(benzo[d][1,3]dioxolan-5-ylmethyl)piperidin-4-yl)-9H-carbazol-4-yl)(1-methyl-1H-indol-3-yl)methanone O1COC2=C1C=CC(=C2)CN2CCC(CC2)N2C1=CC=CC=C1C=1C(=CC=CC21)C(=O)C2=CN(C1=CC=CC=C21)C